CC=1C=C(C=CC1)N(C1=CC=CC=C1)C1=C(C=CC=C1)N(C1=CC=CC=C1)C1=CC=CC=C1 (3-methylphenyl-phenylamino)-triphenylamine